BrC1=NN(C2=CC(=CC=C12)O)C 3-bromo-1-methyl-1H-indazol-6-ol